OC1=CC=C(C=C1)\C=C\C(=O)C1=CC=C(C=C1)OCCC 4-Hydroxy-4'-propyloxy-chalcone